NC1=C(C=C(C=N1)NC(C(N1[C@H](CC[C@@H](C1)C)C=1C=CC2=CN(N=C2C1)C1CC(N(C(C1)(C)C)C)(C)C)=O)=O)CC |r| N-(6-amino-5-ethyl-3-pyridyl)-2-oxo-2-[rac-(2R,5S)-5-methyl-2-[2-(1,2,2,6,6-Pentamethyl-4-piperidyl)indazol-6-yl]-1-piperidyl]acetamide